2-phenyl-benzothiophene C1(=CC=CC=C1)C=1SC2=C(C1)C=CC=C2